2-METHOXYCARBONYL-4-METHYLPHENYLBORONIC ACID COC(=O)C1=C(C=CC(=C1)C)B(O)O